FC=1C=C(C=C(C1CN1C(OCC=2C=NC=3C(=CC=CC3C21)OC)=O)F)S(=O)(=O)N 3,5-difluoro-4-((7-methoxy-2-oxo-2H-[1,3]oxazino[5,4-c]quinolin-1(4H)-yl)methyl)benzenesulfonamide